methacryl-oxyethyl-trimethyl-ammonium chloride [Cl-].C(=O)(C(=C)C)OCC[N+](C)(C)C